(R)-2-(3,3-dimethylpiperazin-1-yl)-N-(5-(4-fluorophenoxy)pyridin-2-yl)propanamide CC1(CN(CCN1)[C@@H](C(=O)NC1=NC=C(C=C1)OC1=CC=C(C=C1)F)C)C